3,3-dimethyl-N-(3-methyl-1,1-dioxo-thietan-3-yl)-2-oxo-1-(3-quinolyl)indoline-5-carboxamide CC1(C(N(C2=CC=C(C=C12)C(=O)NC1(CS(C1)(=O)=O)C)C=1C=NC2=CC=CC=C2C1)=O)C